6-Chloro-3-[[(1R)-1-[2-(4,4-dimethyl-1-piperidyl)-3,6-dimethyl-4-oxo-chromen-8-yl]ethyl]amino]pyridine-2-carboxylic acid ClC1=CC=C(C(=N1)C(=O)O)N[C@H](C)C=1C=C(C=C2C(C(=C(OC12)N1CCC(CC1)(C)C)C)=O)C